(2S,3R,4S)-2-[(2,4'-difluoro-3'-methyl[1,1'-biphenyl]-3-yl)methyl]-3-[(ethanesulfonyl)-amino]-4-fluoro-N,N-dimethylpyrrolidine-1-carboxamide FC1=C(C=CC=C1C[C@@H]1N(C[C@@H]([C@@H]1NS(=O)(=O)CC)F)C(=O)N(C)C)C1=CC(=C(C=C1)F)C